(S)-methyl 2-{4-[(methoxycarbonyl) amino] benzamido}-3-(4-aminophenyl)-propionate COC(=O)NC1=CC=C(C(=O)N[C@H](C(=O)OC)CC2=CC=C(C=C2)N)C=C1